O=C1C=2C=CC=NC2C(C=C1NCC=1C=C(C=CC1)/C=C/C(=O)OC)=O (E)-Methyl 3-(3-(((5,8-dioxo-5,8-dihydroquinolin-6-yl)amino)methyl)phenyl)acrylate